(6-(4-(tert-butoxycarbonyl)piperazin-1-yl)pyridin-2-yl)boronic acid C(C)(C)(C)OC(=O)N1CCN(CC1)C1=CC=CC(=N1)B(O)O